(S)-N-(5-(2-((1S,2S)-2-fluorocyclopropane-1-carboxamido)imidazo[1,2-b]pyridazine-6-yl)-2-methylphenyl)-3-phenylisooxazolidine-2-carboxamide F[C@@H]1[C@@H](C1)C(=O)NC=1N=C2N(N=C(C=C2)C=2C=CC(=C(C2)NC(=O)N2OCC[C@H]2C2=CC=CC=C2)C)C1